(3R)-3-(2-(cyclopropanesulfonamido)-2-(4-phosphonophenyl)acetamido)-2-hydroxy-3,4-dihydro-2H-benzo[e][1,2]oxaborinine-8-carboxylic acid C1(CC1)S(=O)(=O)NC(C(=O)N[C@@H]1B(OC2=C(C1)C=CC=C2C(=O)O)O)C2=CC=C(C=C2)P(=O)(O)O